ClC1=CC=C(C=C1)C1=CN=CC(=N1)C(=O)N/N=C/C1=CC(=CC(=C1)OC)OC 6-(4-chlorophenyl)-N'-[(E)-(3,5-dimethoxyphenyl)methylidene]pyrazine-2-carbohydrazide